4-bromo-8-chloro-2-cyclopropyl-[1,2,4]triazolo[1,5-a]1,6-naphthyridine BrC=1C=2N(C3=CC(=NC=C3C1)Cl)N=C(N2)C2CC2